carboxyl-4-hexyl-2-cyclohexene-1-octanoic acid C(=O)(O)C1(C=CC(CC1)CCCCCC)CCCCCCCC(=O)O